N'-(2-((4-(chlorodifluoromethoxy)phenyl)amino)nicotinoyl)-2-Oxo-3-azabicyclo[3.1.0]hexane-1-carbohydrazide ClC(OC1=CC=C(C=C1)NC1=C(C(=O)NNC(=O)C23C(NCC3C2)=O)C=CC=N1)(F)F